(S)-(4,4-difluoro-1-allyl-3-methylpiperidin-3-yl)methanol FC1([C@](CN(CC1)CC=C)(C)CO)F